2-[(3S)-1-{[4-amino-2-(difluoromethoxy)phenyl]methyl}piperidin-3-yl]propan-2-ol NC1=CC(=C(C=C1)CN1C[C@H](CCC1)C(C)(C)O)OC(F)F